2-(2-(1-methyl-1H-imidazo[1,2-b]pyrazole-7-carbonyl)-2-azaspiro[3.3]heptan-6-yl)-N-(2-methyl-5-(trifluoromethoxy)phenyl)acetamide CN1C=CN2N=CC(=C21)C(=O)N2CC1(C2)CC(C1)CC(=O)NC1=C(C=CC(=C1)OC(F)(F)F)C